N=1C=NN2C1C=CC=C2C2=CC=C(C#N)C=C2 4-{[1,2,4]triazolo[1,5-a]pyridin-5-yl}benzonitrile